2-bromo-4,5-difluoroaniline BrC1=C(N)C=C(C(=C1)F)F